NC1=CC=C2C(=NN(C2=C1)C(=O)OC(C)(C)C)N(C(=O)OC(C)(C)C)C(=O)OC(C)(C)C tert-butyl 6-amino-3-[bis(tert-butoxycarbonyl) amino]Indazole-1-carboxylate